Tert-butyldimethyl-(prop-2-yn-1-yloxy)silane C(C)(C)(C)[Si](OCC#C)(C)C